(E)-N-(4-(4-chlorophenyl)-3-(4-fluorophenyl)-2-oxobut-3-en-1-yl)methacrylamide ClC1=CC=C(C=C1)/C=C(/C(CNC(C(=C)C)=O)=O)\C1=CC=C(C=C1)F